BrC=1C(=C(C=CC1)C1OCCO1)F (3-bromo-2-fluorophenyl)-1,3-dioxolane